BrC1=C(N=C2N(C1=O)C=C(S2)C)C(F)(F)F 6-bromo-2-methyl-7-(trifluoromethyl)-[1,3]thiazolo[3,2-a]pyrimidin-5-one